4-(5-methoxy-8,9,10,11-tetrahydro-3H-pyrazolo[4,3-a]phenanthridin-7-yl)phenol COC=1C=C2C(=C3C=4CCCCC4C(=NC13)C1=CC=C(C=C1)O)C=NN2